2-(2-((3R,4R)-3-amino-4-fluoropiperidin-1-yl)-5,6-difluoro-1H-benzo[d]imidazol-1-yl)-N-(2-cyanopropan-2-yl)-N-methylacetamide N[C@@H]1CN(CC[C@H]1F)C1=NC2=C(N1CC(=O)N(C)C(C)(C)C#N)C=C(C(=C2)F)F